17-Hydroxy-11-[4-(methylsulphonyl)phenyl]-17-(pentafluoroethyl)-estra-4,9-dien-3-one OC1([C@]2(C)[C@@H](CC1)[C@@H]1CCC3=CC(CCC3=C1C(C2)C2=CC=C(C=C2)S(=O)(=O)C)=O)C(C(F)(F)F)(F)F